(1S,2S)-N-[3-(2-ethoxypyridin-3-yl)-1-[[2-(trimethylsilyl)ethoxy]methyl]pyrazolo[3,4-b]pyridin-6-yl]-2-fluorocyclopropane-1-carboxamide C(C)OC1=NC=CC=C1C1=NN(C2=NC(=CC=C21)NC(=O)[C@H]2[C@H](C2)F)COCC[Si](C)(C)C